tert-butyl 5-(1-(3-chloro-4-methylphenyl)-5-oxopyrrolidine-3-carboxamido)-3-cyclopropyl-1H-pyrazole-1-carboxylate ClC=1C=C(C=CC1C)N1CC(CC1=O)C(=O)NC1=CC(=NN1C(=O)OC(C)(C)C)C1CC1